(R)-5-(4-((7-Ethyl-6-oxo-5,6-dihydro-1,5-naphthyridin-3-yl)methyl)piperazin-1-yl)-6-Methoxy-N-(tetrahydrofuran-3-yl)pyridineamide C(C)C=1C(NC=2C=C(C=NC2C1)CN1CCN(CC1)C=1C=CC(=NC1OC)C(=O)N[C@H]1COCC1)=O